3-bromo-6-hydroxy-1-isopropylquinolin-4(1H)-one BrC1=CN(C2=CC=C(C=C2C1=O)O)C(C)C